CC=1NC(C(=C2CCCCC12)CNC(C1=CC=C(C=C1)[N+](=O)[O-])=O)=O N-((1-methyl-3-oxo-2,3,5,6,7,8-hexahydroisoquinolin-4-yl)methyl)-4-nitrobenzamide